[Ni].C=1(S)C(O)=CC=CC1 thiocatechol nickel